tert-butyl 4-(((2S,4R)-4-cyclopropyl-2-(4-(methoxycarbonyl)phenyl)piperidin-1-yl)methyl)-7-methyl-5-(((trifluoromethyl)sulfonyl)oxy)-1H-indole-1-carboxylate C1(CC1)[C@H]1C[C@H](N(CC1)CC1=C2C=CN(C2=C(C=C1OS(=O)(=O)C(F)(F)F)C)C(=O)OC(C)(C)C)C1=CC=C(C=C1)C(=O)OC